C(C)NC ethyl-methylamine